CC1=C2CC(CC2=C(C=C1OCC(=O)NC)C)CNCCC1CN(C(O1)=O)C=1C=CC=2SCC(NC2N1)=O 2-[[4,7-dimethyl-2-[[2-[2-oxo-3-(3-oxo-4H-pyrido[3,2-b][1,4]thiazin-6-yl)-1,3-oxazolidin-5-yl]ethylamino]methyl]-2,3-dihydro-1H-inden-5-yl]oxy]-N-methylacetamide